FC1=C(C=C(C(=C1F)F)F)C(CCO)O 1-(2,3,4,5-tetrafluorophenyl)propane-1,3-diol